2-bromo-4-chloro-5-nitro-1-(phenylsulfonyl)-1H-pyrrolo[2,3-b]pyridine BrC1=CC=2C(=NC=C(C2Cl)[N+](=O)[O-])N1S(=O)(=O)C1=CC=CC=C1